5-bromo-4-(((2R,4S,5R)-4-hydroxy-5-(hydroxymethyl)-5-vinyltetrahydrofuran-2-yl)amino)pyrimidin-2(1H)-one BrC=1C(=NC(NC1)=O)N[C@@H]1O[C@]([C@H](C1)O)(C=C)CO